({2-[(4-chloro-2-methoxyphenyl)methoxy]-3-(trifluoromethyl)-5,6,7,8-tetrahydro-1,7-naphthyridin-7-yl}methyl)-7-fluoro-1-{[(2S)-oxetan-2-yl]methyl}-1H-1,3-benzodiazole-6-carboxylic acid ClC1=CC(=C(C=C1)COC1=NC=2CN(CCC2C=C1C(F)(F)F)CC1=NC2=C(N1C[C@H]1OCC1)C(=C(C=C2)C(=O)O)F)OC